4-(((R)-1-(5-Amino-3-(difluoromethyl)-2-fluorophenyl)ethyl)amino)-6-((2-methoxyethyl)amino)-2-methylquinazoline NC=1C=C(C(=C(C1)[C@@H](C)NC1=NC(=NC2=CC=C(C=C12)NCCOC)C)F)C(F)F